(5-(6-chloro-3-(1H-imidazol-1-yl)-5-methoxy-1-methyl-1H-indol-2-yl)-4H-1,2,4-triazol-3-yl)ethan-1-ol ClC1=C(C=C2C(=C(N(C2=C1)C)C=1NC(=NN1)C(C)O)N1C=NC=C1)OC